dibenzo[b,d]Furan-3-carboxylic acid C1=CC(=CC=2OC3=C(C21)C=CC=C3)C(=O)O